FC(OC=1C=C(CC2=C(C(C=3C=CC=C(C3C2=O)S(=O)(=O)N)=O)C)C=CC1)(F)F 7-(3-trifluoromethoxybenzyl)-6-methyl-5,8-dioxo-5,8-dihydronaphthalene-1-sulfonamide